O(C1=CC=C(C=C1)C=1NC2=CC(=CC=C2C1)C(=O)NCCC)C1=CC=C(C=C1)C=1NC2=CC(=CC=C2C1)C(=O)NCCC 2,2'-(oxybis(4,1-phenylene))bis(N-propyl-1H-indole-6-carboxamide)